C(C)(C)(C)OC(=O)N(C1=CC(=NC=2N1N=CC2C(C)C)NC[C@@H]2[C@H](CN(CC2)C(=O)OC(C)(C)C)O)CC2=CC=C(C=C2)C2=NC=CC=N2 tert-butyl (3R,4R)-4-(((7-((tert-butoxycarbonyl)(4-(pyrimidin-2-yl)benzyl)amino)-3-isopropylpyrazolo[1,5-a]pyrimidin-5-yl)amino)methyl)-3-hydroxypiperidine-1-carboxylate